2-(5-(trifluoromethyl)-1,2,4-oxadiazol-3-yl)-4,5,6,7-tetrahydrothieno[3,2-c]pyridin-5-ium chloride [Cl-].FC(C1=NC(=NO1)C1=CC=2C[NH2+]CCC2S1)(F)F